ClC1=CC(=C2C(=N1)C1(OCC2)COCC1)OCC1=NN(C=N1)C 2'-Chloro-4'-((1-methyl-1H-1,2,4-triazol-3-yl)methoxy)-4,5,5',6'-tetrahydro-2H-spiro[furan-3,8'-pyrano[3,4-b]pyridine]